CC=1C(=CC2=C(C(=CCCC2)OS(=O)(=O)C(F)(F)F)C1)C(=O)OC methyl 2-methyl-9-(((trifluoromethyl)sulfonyl)oxy)-6,7-dihydro-5H-benzo[7]annulene-3-carboxylate